FC=1C=CC2=C(CCO2)C1CNC1=NC=C(C=2N1C=NN2)C=2C=1N(C(=CC2)C#N)C=CN1 8-(5-(((5-fluoro-2,3-dihydrobenzofuran-4-yl)methyl)amino)-[1,2,4]triazolo[4,3-c]pyrimidin-8-yl)imidazo[1,2-a]pyridine-5-carbonitrile